1-bromo-2-(trifluoromethoxy)benzene BrC1=C(C=CC=C1)OC(F)(F)F